s-triazin-2(1H)-one N1C(N=CN=C1)=O